N1(N=CC=C1)C1=NC=CC=C1COC1=CN=C(C=C1C=O)OC 5-((2-(1H-pyrazol-1-yl)pyridin-3-yl)methoxy)-2-methoxyisonicotinaldehyde